{[(3S)-hexahydropyridin-3-yl] amino} methanoate C(=O)ON[C@@H]1CNCCC1